4-amino-1,2-diethyl-5-(pyrrolidin-1-yl)-1,2-dihydropyrazol-3-one NC=1C(N(N(C1N1CCCC1)CC)CC)=O